N(=O)C1=CC=C(C=C1)N=O p-Di(nitroso)benzol